BrC1=C(C=C(C=C1)C1=NC2=C(N1)C(C(=C(C2=O)N2C[C@@H]([C@H](C2)O)O)Cl)=O)F 2-(4-bromo-3-fluorophenyl)-6-chloro-5-((3S,4S)-3,4-dihydroxypyrrolidin-1-yl)-1H-benzo[d]imidazole-4,7-dione